(1R,3S,5R)-N-(2-bromopyridin-4-yl)-2-azabicyclo[3.1.0]hexane BrC1=NC=CC(=C1)N1[C@@H]2C[C@H]2CC1